2-((3,4-bis(3-phenylpropoxy)benzyl)amino)ethan-1-ol (2S,15S)-15,17-diamino-2,3-dimethyl-4,14,17-trioxo-7,10-dioxa-3,13-diazaheptadecanoate N[C@H](C(NCCOCCOCCC(N([C@H](C(=O)OCCNCC1=CC(=C(C=C1)OCCCC1=CC=CC=C1)OCCCC1=CC=CC=C1)C)C)=O)=O)CC(=O)N